N-[3-(2-chloro-5-fluorophenyl)-7-methoxy-6-[(methylamino)methyl]-1-oxo-2,3-dihydro-1H-isoindol-4-yl]-5-fluoro-3-(trifluoromethyl)benzamide ClC1=C(C=C(C=C1)F)C1NC(C2=C(C(=CC(=C12)NC(C1=CC(=CC(=C1)F)C(F)(F)F)=O)CNC)OC)=O